C(C)C(CN(CN1N=CN=C1)CC(CCCC)CC)CCCC N,N-bis(2-ethylhexyl)-1,2,4-triazol-1-yl-methanamine